4-(tert-butyl)-N-(4-(6-(difluoromethyl)pyrid-3-yl)-3-(2-trityl-2H-tetrazol-5-yl)phenyl)piperidine-1-carboxamide C(C)(C)(C)C1CCN(CC1)C(=O)NC1=CC(=C(C=C1)C=1C=NC(=CC1)C(F)F)C=1N=NN(N1)C(C1=CC=CC=C1)(C1=CC=CC=C1)C1=CC=CC=C1